3-phosphoacetone P(=O)(=O)CC(C)=O